3,4-Diazole C1=CNN=C1